N1(N=CN=C1)CCN1C2=C(C3=CC=C(C=C13)O)C=C(N=C2C)F 9-(2-(1H-1,2,4-triazol-1-yl)ethyl)-3-fluoro-1-methyl-9H-pyrido[3,4-b]indol-7-ol